NCCC[Si](OCC)(OCC)C gamma-aminopropyl-methyldiethoxysilane